OCCOCCOCCOCCNC1=CC(=NC=C1)C(=O)NC=1C=CC=C2C=CC=NC12 4-((2-(2-(2-(2-hydroxyethoxy)ethoxy)ethoxy)ethyl)amino)-N-(quinolin-8-yl)picolinamide